hydroxybenzothiazole disulfide OC=1S(C2=C(N1)C=CC=C2)(=S)=S